racemic-1-(difluoromethyl)-4-((1S,2S)-2-(4,4,5,5-tetramethyl-1,3,2-dioxaborolan-2-yl)cyclopropyl)-1H-pyrazole FC(N1N=CC(=C1)[C@@H]1[C@H](C1)B1OC(C(O1)(C)C)(C)C)F |r|